FC(C(=O)O)(F)F.N1(CCC1)CC1=C(CNC2=C(C(=C(C=C2)S(=O)(=O)NC=2N=CSC2)F)F)C(=CC=C1F)F 4-((2-(azetidin-1-ylmethyl)-3,6-difluorobenzyl)amino)-2,3-difluoro-N-(thiazol-4-yl)benzenesulfonamide 2,2,2-trifluoroacetate